2-methyl-5-(2-methyl-4-(4,4,5,5-tetramethyl-1,3,2-dioxaborolan-2-yl)phenyl)pyridine CC1=NC=C(C=C1)C1=C(C=C(C=C1)B1OC(C(O1)(C)C)(C)C)C